[O].C(C1=CC=CC=C1)(=O)O[C@H]1[C@H](O)O[C@@H]([C@H]([C@@H]1OC(C1=CC=CC=C1)=O)OC(C1=CC=CC=C1)=O)COC(C1=CC=CC=C1)=O (2,3,4,6-tetra-O-benzoyl-beta-D-glucose) oxygen